5-(3-Chloro-8-((1S,2S)-2-(fluoromethyl)cyclopropyl)imidazo[1,2-b]pyridazin-6-yl)pyrimidine-2,4(1H,3H)-dione ClC1=CN=C2N1N=C(C=C2[C@@H]2[C@H](C2)CF)C=2C(NC(NC2)=O)=O